2-phenyl-3-(3,3,3-trifluoro-1-(thiophen-2-yl)propyl)-1H-indole-4-sulfonyl fluoride C1(=CC=CC=C1)C=1NC=2C=CC=C(C2C1C(CC(F)(F)F)C=1SC=CC1)S(=O)(=O)F